2-[3-(5,8-diazaspiro[3.5]non-8-yl)-1,2,4-triazin-6-yl]-5-(1H-pyrazol-4-yl)phenol dihydrochloride Cl.Cl.C1CCC12NCCN(C2)C=2N=NC(=CN2)C2=C(C=C(C=C2)C=2C=NNC2)O